C(C1=CC=CC=C1)(C1=CC=CC=C1)N1CCC(CC1)N1CC2=CC=CC=C2CC1=O 2-(1-benzhydryl-piperidin-4-yl)-1,4-dihydroisoquinolin-3(2H)-one